C(C)(=O)C1=NN(C2=CC=C(C=C12)C=1C=NC(=NC1)C)CC(=O)N1[C@@H](C[C@H](C1)F)CNCC1=C(C(=CC=C1)Cl)F 2-(3-acetyl-5-(2-methylpyrimidin-5-yl)-1H-indazol-1-yl)-1-((2S,4R)-2-(((3-chloro-2-fluorobenzyl)amino)methyl)-4-fluoropyrrolidin-1-yl)ethan-1-one